N,N-bis(4-methoxybenzyl)-5-vinylpyridin-2-amine COC1=CC=C(CN(C2=NC=C(C=C2)C=C)CC2=CC=C(C=C2)OC)C=C1